N-butylisobutyramide C(CCC)NC(C(C)C)=O